BrC=1C=C2N=CCN(C2=CC1)C 6-bromo-1-methylquinoxalin